ClC1=C(C=CC=C1)C1=C(C(=CC=C1)C1=NC(=C(C=C1)CN1CC(C1)(C(F)(F)F)O)OC)Cl 2,2'-dichloro-3'-(5-((3-hydroxy-3-(trifluoromethyl)azetidin-1-yl)methyl)-6-methoxypyridin-2-yl)-[1,1'-biphenyl]